tert-butyl 5-(2-(dimethylamino)ethoxy)isoindoline-2-carboxylate CN(CCOC=1C=C2CN(CC2=CC1)C(=O)OC(C)(C)C)C